C(C)(C)(C)OC(NCCCN1C(C(=CC=C1)CCN1C(C2=CC=CC=C2C1=O)=O)=O)=O (3-(3-(2-(1,3-dioxoisoindolin-2-yl)ethyl)-2-oxopyridin-1(2H)-yl)propyl)carbamic acid tert-butyl ester